C(CC)CC(CC(=O)[O-])=O.C(CC)CC(CC(=O)[O-])=O.C(CC)CC(CC(=O)[O-])=O.[Fe+3] iron tris(n-propyl acetoacetate)